C(C)(=O)OC[C@H](NC([C@@H](NC(=O)C=1N=C(SC1)N1C[C@@H](CCC1)NC(=O)OCCOC)CO[Si](C)(C)C(C)(C)C)=O)C(=O)OC methyl O-acetyl-N-(O-(tert-butyldimethylsilyl)-N-(2-((R)-3-(((2-methoxy ethoxy)carbonyl)amino)piperidin-1-yl)thiazole-4-carbonyl)-L-seryl)-L-serinate